(6S)-6-[2-Chloro-3-(3-cyclopropyl-isoxazol-5-yl)phenyl]-3-[(1R*,3R*)-4,4-difluoro-3-hydroxy-cyclohexyl]-2-imino-6-methyl-hexahydropyrimidin-4-one hydrochloride Cl.ClC1=C(C=CC=C1C1=CC(=NO1)C1CC1)[C@@]1(CC(N(C(N1)=N)[C@H]1C[C@H](C(CC1)(F)F)O)=O)C |o1:23,25|